N-(5-(2-(trifluoromethyl)phenyl)-1,3,4-thiadiazol-2-yl)benzo[c]isoxazole-3-carboxamide FC(C1=C(C=CC=C1)C1=NN=C(S1)NC(=O)C1=C2C(=NO1)C=CC=C2)(F)F